(6-(((6aS,8R)-6a-(difluoromethyl)-2-(3-fluoro-2-methoxyphenyl)-5,6,6a,7,8,9-hexahydro-pyrrolo[1',2':4,5]pyrazino[2,3-c]pyridazin-8-yl)oxy)-5-methoxypyridin-3-yl)methanol FC([C@@]12N(C=3C(=NN=C(C3)C3=C(C(=CC=C3)F)OC)NC1)C[C@@H](C2)OC2=C(C=C(C=N2)CO)OC)F